ClC(C([2H])([2H])N(C1=CC2=C(N(C(=N2)CC[C@@H](C(=O)N[C@H](C(=O)OCC)CC(C)C)NC(=O)OC(C)(C)C)C)C=C1)C(C(Cl)([2H])[2H])([2H])[2H])([2H])[2H] Ethyl (2S)-2-[[(2S)-4-[5-[bis(2-chloro-1,1,2,2-tetradeuterio-ethyl)amino]-1-methyl-benzimidazol-2-yl]-2-(tert-butoxycarbonylamino)butanoyl]amino]-4-methyl-pentanoate